OC(=O)C(F)(F)F.NCCOCCOCCOCC(=O)NCCCCCNC1=C2C(N(C(C2=CC=C1)=O)C1C(NC(CC1)=O)=O)=O 2-(2-(2-(2-aminoethoxy)ethoxy)ethoxy)-N-(5-((2-(2,6-dioxopiperidin-3-yl)-1,3-dioxoisoindolin-4-yl)amino)pentyl)acetamide TFA salt